CC1=CC2=C(N=C(N=C2NCCCC2=CC=CC=C2)C(=O)N)S1 6-methyl-4-((3-phenylpropyl)amino)thieno[2,3-d]pyrimidine-2-carboxamide